methyl (2R)-2-(tert-butoxycarbonylamino)-3-[2-(cyclopropylmethoxy)-phenyl]propanoate C(C)(C)(C)OC(=O)N[C@@H](C(=O)OC)CC1=C(C=CC=C1)OCC1CC1